(E)-6-(3,4-dihydroxystyryl)-3,4-dihydroxy-2H-pyran-2-one OC=1C=C(/C=C/C2=CC(=C(C(O2)=O)O)O)C=CC1O